C(CCCCCCC\C=C/CCCCCCCC)(=O)OCC(COC(CCCCCCC\C=C/CCCCCCCC)=O)OC(CCCCCCC\C=C/CCCCCCCCO)=O 2-(((Z)-18-hydroxyoctadec-9-enoyl)oxy)propane-1,3-diyl dioleate